FC(CN1C(=NC2=C1C=C(C=C2)C2=CNC=1N=C(N=C(C12)OC)NC1CC(C1)(C)NC(C)=O)C)F N-((1s,3s)-3-((5-(1-(2,2-difluoroethyl)-2-methyl-1H-benzo[d]imidazol-6-yl)-4-methoxy-7H-pyrrolo[2,3-d]pyrimidin-2-yl)amino)-1-methylcyclobutyl)acetamide